C1(CC1)C1=NC=NC(=C1C1=NC=C(C(=N1)OCC1=CC=C(C=C1)C=1N(C=C(N1)C(F)F)C(C)C)OC)OC 2-(4-cyclopropyl-6-methoxy-pyrimidin-5-yl)-4-[[4-[4-(difluoromethyl)-1-isopropyl-imidazol-2-yl]phenyl]methoxy]-5-methoxy-pyrimidine